COC1=C(C=C(C=C1)OC)C(C(C(=O)N)C)O 3-(2,5-dimethoxyphenyl)-3-hydroxy-2-methylpropanamide